C(C)(C)(C)OC(=O)N1CCC(CC1)(O)CC(=O)O 2-(1-tert-butoxycarbonyl-4-hydroxy-4-piperidyl)acetic acid